1-(4-methoxybenzyl)-3-methyl-2-oxopiperidine-3-carboxylic acid Sodium hydroxide [OH-].[Na+].COC1=CC=C(CN2C(C(CCC2)(C(=O)O)C)=O)C=C1